S1C(=NC2=C1C=CC=C2)C2=C(C=C(C=C2)I)O benzothiazole-2-yl-5-iodophenol